CO[C@@H](C)C1=C(C=C(C=N1)N1CCN(CC1)C(=O)OC(C)(C)C)B1OC(C(O1)(C)C)(C)C tert-butyl 4-[6-[(1S)-1-methoxyethyl]-5-(4,4,5,5-tetramethyl-1,3,2-dioxaborolan-2-yl)pyridin-3-yl]piperazine-1-carboxylate